9-ethyl-2,3,4,5,6,9-hexahydro-1H-carbazole C(C)N1C=2C=CCCC2C=2CCCCC12